methylacetyl alcohol CCC(=O)O